FC(C=1C=NC(=NC1)N1CCN(CC1)C(=O)C1CC2(CN(C2)C(=O)OC(C)(C)C)C1)(F)F tert-butyl 6-(4-(5-(trifluoromethyl) pyrimidin-2-yl) piperazine-1-carbonyl)-2-azaspiro[3.3]heptane-2-carboxylate